NC1=NC(=CC(=N1)C=1C=C(C#N)C=CC1)C=1N=NN(C1)CC1=NC(=CC=C1)C(C)(C)C m-[2-amino-6-(1-{[6-(tert-butyl)-2-pyridinyl]methyl}-1H-1,2,3-triazol-4-yl)-4-pyrimidinyl]benzonitrile